dihydroxytin chloride O[Sn](O)(Cl)Cl